NC=1C2=C(N=CN1)N(C(=C2C(=O)NC2=CC=C(C=C2)COC)C#CC=2C(=NOC2C)C)C2(CC2)C 4-amino-6-((3,5-dimethylisoxazol-4-yl)ethynyl)-N-(4-(methoxymethyl)phenyl)-7-(1-methylcyclopropyl)-7H-pyrrolo[2,3-d]pyrimidine-5-carboxamide